N1(CCCCCC1)S(=O)(=O)C=1C=CC(=C(C1)NC(CN1N=CC(=C(C1=O)Cl)Cl)=O)C N-(5-(azepan-1-ylsulfonyl)-2-methylphenyl)-2-(4,5-dichloro-6-oxopyridazin-1(6H)-yl)acetamide